IC1=NC(=NC(=N1)C1=CC=CC=C1)NCCCCNC1=NC(=NC(=N1)I)C1=CC=CC=C1 N1,N4-bis(4-iodo-6-phenyl-1,3,5-triazin-2-yl)butane-1,4-diamine